C(CC)OCOCC/C=C/CC[Mg]Cl (3E)-6-(propoxymethoxy)-3-hexenyl-magnesium chloride